NC12CC3(CC(CC(C1)C3)C2)N 1,3-diamino-adamantane